C(C1=CC=CC=C1)C1(CC(=NO1)CNC(=O)C1=CC=NN1C(C)C)C(=O)OC Methyl 5-benzyl-3-((1-isopropyl-1H-pyrazole-5-carboxamido)methyl)-4,5-dihydroisoxazole-5-carboxylate